FC(C(=O)O)(F)F.CC=1N=C(NC1C)C1=NC=CC(=C1)C=1CN(CC1)S(=O)(=O)C 2-(4,5-Dimethyl-1H-imidazol-2-yl)-4-(1-(methylsulfonyl)-2,5-dihydro-1H-pyrrol-3-yl)pyridine trifluoroacetate salt